C(CCCC)N(CCCCC)CCCCC tri(n-pentyl)amine